[K+].C(C)C1=C(C(=CC(=C1)CC)CC)S(=O)[O-] 2,4,6-triethylbenzenesulfinate potassium